N1N=CC2=CC=CC=C12 INDAZOLE